6-azidohex-2-yn N(=[N+]=[N-])CCCC#CC